1-(4-((3-(4-methylpiperazin-1-yl)propyl)amino)benzyl)-5-(trifluoromethyl)pyridin-2(1H)-one CN1CCN(CC1)CCCNC1=CC=C(CN2C(C=CC(=C2)C(F)(F)F)=O)C=C1